(S)-((Methyl(3-((2-(methylamino)acetoxy)methyl)pyridin-2-yl)carbamoyl)oxy)methyl 3-(4-(diisobutylamino)-3-(3-(p-tolyl)ureido)phenyl)pentanoate dihydrochloride Cl.Cl.C(C(C)C)N(C1=C(C=C(C=C1)[C@H](CC(=O)OCOC(N(C1=NC=CC=C1COC(CNC)=O)C)=O)CC)NC(=O)NC1=CC=C(C=C1)C)CC(C)C